CC1=C(C=CC=C1)C (10s)-dimethylbenzene